C(C)(C)(C)OC(N[C@H](CO)CC1=CC=C(C=C1)[N+](=O)[O-])=O (S)-(1-hydroxy-3-(4-nitrophenyl)propan-2-yl)carbamic acid tert-butyl ester